ClC=1C(=C(C=CC1)NC1=NC=NC2=CC(=C(C=C12)OC(=O)N1[C@@H](CNCC1)C)OC)F |r| (±)-4-[(3-Chloro-2-fluorophenyl)amino]-7-methoxyquinazolin-6-yl-2-methylpiperazine-1-carboxylate